calcium-lithium-sodium salt [Na].[Li].[Ca]